ClC=1C=C(CC(C)(C)C)C=C(C1)Cl 3,5-dichloro-tert-butyltoluene